furan-2,5-dicarbonyl chloride O1C(=CC=C1C(=O)Cl)C(=O)Cl